C(C)(=S)[S-].C(CCCCCCC)[Sn+2]CCCCCCCC.C(C)(=S)[S-] dioctyltin dithioacetate